4-((5-Fluoro-2-((4-phenoxyphenyl)amino)pyrimidin-4-yl)amino)-N-hydroxybutyramide FC=1C(=NC(=NC1)NC1=CC=C(C=C1)OC1=CC=CC=C1)NCCCC(=O)NO